N6-benzoyl-2'-methoxy-adenosine C(C1=CC=CC=C1)(=O)NC=1C=2N=CN([C@H]3[C@](O)([C@H](O)[C@@H](CO)O3)OC)C2N=CN1